ClC1=CC=C2C=CC(=NC2=C1)C=CC=1C=C(C=CC1)C(CCC1=C(C=CC=C1)C(C)(C)O)SCC1(CC1)CC(=O)[O-] 2-(1-(((1-(3-(2-(7-chloroquinolin-2-yl)vinyl)phenyl)-3-(2-(2-hydroxypropan-2-yl)phenyl)propyl)thio)methyl)cyclopropyl)acetate